2,2-bis(3,4-diaminophenyl)hexafluoropropane NC=1C=C(C=CC1N)C(C(F)(F)F)(C(F)(F)F)C1=CC(=C(C=C1)N)N